C=NS(=O)(=O)C1=C(C(=C(C=C1)OC1=CC(=CC=C1)C(F)(F)F)C=1NC=C(N1)C)C methyleN-methyl-3-(4-methyl-1H-imidazol-2-yl)-4-[3-(trifluoromethyl)phenoxy]benzenesulfonamide